2-(4-(2-(5-chloropyridin-2-yl)-2-methylbenzo[d][1,3]dioxol-4-yl)-2,5-difluorobenzyl)-1-(((S)-oxetan-2-yl)methyl)-1H-benzo[d]imidazole-6-carboxylic acid ClC=1C=CC(=NC1)C1(OC2=C(O1)C=CC=C2C2=CC(=C(CC1=NC3=C(N1C[C@H]1OCC1)C=C(C=C3)C(=O)O)C=C2F)F)C